N-(2-methoxyethyl)-N-propylamine CCCNCCOC